N1C(=O)N=C2N=CNC2=C1N isoguanin